C(C)(C)(C)OC(=O)N1CC=C(CC1)C1=C(C=CC=C1)NC1=NC(=CC(=N1)C)C 4-(2-((4,6-dimethylpyrimidin-2-yl)amino)phenyl)-5,6-dihydropyridine-1(2H)-carboxylic acid tert-butyl ester